C(C1=CC=CC=C1)N1CCNCC1 1-benzyl-piperazine